BrC1=CN(C=2N=CN=C(C21)Cl)C=2C=C(C=NC2)/C=C/C2=CC=C1C=CC(=NC1=C2)NC 7-[(1E)-2-(5-{5-bromo-4-chloro-7H-pyrrolo[2,3-d]pyrimidin-7-yl}pyridin-3-yl)vinyl]-N-methylquinolin-2-amine